N,N'-bisphenylbenzidine C1(=CC=CC=C1)NC1=CC=C(C=C1)C1=CC=C(NC2=CC=CC=C2)C=C1